2-(4-(4-acetylpiperazine-1-carbonyl)phenyl)-1H-benzo[d]imidazole-4-carboxamide C(C)(=O)N1CCN(CC1)C(=O)C1=CC=C(C=C1)C1=NC2=C(N1)C=CC=C2C(=O)N